2-(3,8-diazabicyclo[3.2.1]oct-8-yl)-N-((S)-chroman-4-yl)-7,8-dihydro-1,6-naphthyridine-6(5H)-carboxamide C12CNCC(CC1)N2C2=NC=1CCN(CC1C=C2)C(=O)N[C@H]2CCOC1=CC=CC=C21